5-{2-[5-Chloro-2-(4-methoxy-2,3-dimethylbenzensulfonamido)phenyl]ethynyl}-4-methoxypyridin ClC=1C=CC(=C(C1)C#CC=1C(=CC=NC1)OC)NS(=O)(=O)C1=C(C(=C(C=C1)OC)C)C